1,3-dimethyl-1H-pyrazol-5-sulfonyl chloride CN1N=C(C=C1S(=O)(=O)Cl)C